FC1=C(C(=O)N(C2=NC=CC3=CC=CC(=C23)C)[C@H]2CN(CCC2)C(=O)OC(C)(C)C)C=CC(=C1)N1N=NC=2C1=NC(=CC2)C(NC)=O tert-butyl (R)-3-(2-fluoro-4-(5-(methylcarbamoyl)-3H-[1,2,3]triazolo[4,5-b]pyridin-3-yl)-N-(8-methylisoquinolin-1-yl)benzamido)piperidine-1-carboxylate